ClC1=CC(=C(C=C1)C1C(C(C(O1)=O)=C)C)C=1C=NNC1 5-(4-chloro-2-(1H-pyrazol-4-yl)phenyl)-4-methyl-3-methylenedihydrofuran-2(3H)-one